5-octadienyl-iridium C=CC=CC(CCC)[Ir]